CC1=CC=C(C=C1)CNC(=O)CCl 2-chloro-N-(4-methylbenzyl)acetamide